zinc (II) 1,4,8,11-tetraazacyclotetradecane N1CCNCCCNCCNCCC1.[Zn+2]